ClC1=CC=C(C(=N1)N1CCN(CC1)C1COC1)N[C@H](C)C=1C=C(C=C2C(C(=C(OC12)C=1C=NC=CC1)C)=O)C 8-[(1R)-1-[[6-Chloro-2-[4-(oxetan-3-yl)piperazin-1-yl]-3-pyridyl]amino]ethyl]-3,6-dimethyl-2-(3-pyridyl)chromen-4-one